2-(benzoyloxyimino)-3-cyclopentyl-1-(4-(phenylthio)phenyl)propan-1-one C(C1=CC=CC=C1)(=O)ON=C(C(=O)C1=CC=C(C=C1)SC1=CC=CC=C1)CC1CCCC1